Diphenyl hydroxymethylphosphonate OCP(OC1=CC=CC=C1)(OC1=CC=CC=C1)=O